2-oxoethyl phenylsulfamate C1(=CC=CC=C1)NS(OCC=O)(=O)=O